NC1=C(C(NC2=C(C=CC=C12)C1=NC(=CC=C1F)CN1CCN(CC1)C)=O)C(=O)NCCC 4-Amino-8-(3-fluoro-6-((4-methylpiperazin-1-yl)methyl)pyridin-2-yl)-2-oxo-N-propyl-1,2-dihydroquinoline-3-carboxamide